C12(CC(C1)C2)CC(=O)O Bicyclo[1.1.1]pentane-1-acetic acid